N4-Ethyl-3-(trifluoromethyl)-N6-(3,4,5-trimethoxyphenyl)-1H-pyrrolo[2,3-b]pyridin-4,6-diamin C(C)NC=1C2=C(N=C(C1)NC1=CC(=C(C(=C1)OC)OC)OC)NC=C2C(F)(F)F